N1(C=NC=C1)C1=CC=C(CN(C=2C=C(CN3C(CNC(C3)=O)=O)C=CC2)CC2=CC(=CC=C2)OC)C=C1 1-(3-((4-(1H-imidazol-1-yl)benzyl)(3-methoxybenzyl)amino)benzyl)piperazine-2,5-dione